ClC=1N=C(N(N1)C1=NC=CC=N1)C(C)N(C(C1=CC(=CC(=C1)C(F)(F)F)C(F)(F)F)=O)C N-[1-(5-chloro-2-pyrimidin-2-yl-1,2,4-triazol-3-yl)ethyl]-N-methyl-3,5-bis(trifluoromethyl)benzamide